Tert-butyl (2-((4-methoxybenzyl)oxy)pyrazolo[1,5-a]pyridine-3-carbonyl)(2,3,5,6-tetrafluoro-3'-(trifluoromethoxy)-[1,1'-biphenyl]-4-yl)carbamate COC1=CC=C(COC2=NN3C(C=CC=C3)=C2C(=O)N(C(OC(C)(C)C)=O)C2=C(C(=C(C(=C2F)F)C2=CC(=CC=C2)OC(F)(F)F)F)F)C=C1